1-(1-Benzylpiperidin-4-yl)-3-phenylpropan-1-one C(C1=CC=CC=C1)N1CCC(CC1)C(CCC1=CC=CC=C1)=O